C(C)N1N=CC=C1C(=O)N[C@H](C=1N=C2N(N=C(C=N2)CC2(C(NC[C@@H](C2)C(F)(F)F)=O)C(=O)O)C1)C1CCC(CC1)C (5R)-3-((6-((S)-(1-ethyl-1H-pyrazole-5-carboxamido)((1R,4S)-4-methylcyclohexyl)methyl)imidazo[1,2-b][1,2,4]triazin-2-yl)methyl)-2-oxo-5-(trifluoromethyl)piperidine-3-carboxylic acid